Dicarboxymethyl-propionic acid C(=O)(O)C(C(=O)O)C(C(=O)O)C